((1R,2R)-6,7-difluoro-2-hydroxy-4,4-dimethyl-1,2,3,4-tetrahydronaphthalen-1-yl)-3-(5-methyl-2-(tetrahydro-2H-pyran-4-yl)pyridin-3-yl)urea FC=1C=C2C(C[C@H]([C@@H](C2=CC1F)NC(=O)NC=1C(=NC=C(C1)C)C1CCOCC1)O)(C)C